C(C)(C)C1=C(C(=CC=C1)C)NC(=O)C1=NN2C(OCC(C2)(C)C)=C1 ((2-isopropyl-6-methylphenyl)carbamoyl)-6,6-dimethyl-6,7-dihydro-5H-pyrazolo[5,1-b][1,3]oxazine